C(#N)C=1C=NN2C1C(=CC(=C2)OCC)C=2N=CC(=NC2)N2[C@@H]1CC3CC(C[C@@H]2C3)(C1)NC=O N-((1R,3S,5s,7s)-2-(5-(3-cyano-6-ethoxypyrazolo[1,5-a]pyridin-4-yl)pyrazin-2-yl)-2-azaadamantan-5-yl)formamide